1-(tert-butylcarbonyl)piperidine-3-carboxylic acid C(C)(C)(C)C(=O)N1CC(CCC1)C(=O)O